C(C1=CC=CC=C1)(=O)OCC1CC(C1)NC(=O)OC(C)(C)C (3-((tert-butoxycarbonyl)amino)cyclobutyl)methanol benzoate